OC12N=CN([C@H]3[C@H](O)[C@H](O)[C@@H](CO)O3)C2=NC=NC1(N)C 5-hydroxy-6-methyladenosine